The molecule is a member of the class of benzamides obtained by formal condensation of the carboxy group of 2'-methyl-4'-(5-methyl-1,2,4-oxadiazol-3-yl)biphenyl-4-carboxylic acid and the anilino group of 4-methoxy-3-(4-methylpiperazin-1-yl)aniline. Potent and selective 5-HT1B/1D receptor antagonist (pKi values are 8.5 for both guinea pig 5-HT1D and rat 5-HT1B receptors). Displays > 100-fold selectivity over 5HT1A, 5-HT2A, 5-HT2C receptors and other receptor types. Centrally active following oral administration. It is a N-alkylpiperazine, a N-arylpiperazine, a 1,2,4-oxadiazole and a member of benzamides. It is a conjugate base of a GR 127935(1+). CC1=C(C=CC(=C1)C2=NOC(=N2)C)C3=CC=C(C=C3)C(=O)NC4=CC(=C(C=C4)OC)N5CCN(CC5)C